2-[4-(2-Fluoropropan-2-yl)-2-(1,1,2,2,2-pentafluoroethyl)imidazo[1,2-a]1,8-naphthyridin-8-yl]-1,3,4-oxadiazole FC(C)(C)C=1C=2C=CC=3N(C2N=C(C1)C(C(F)(F)F)(F)F)C=C(N3)C=3OC=NN3